selenium cyanosaccharin C(#N)N1S(=O)(=O)C2=CC=CC=C2C1=O.[Se]